6-((S)-3-hydroxypyrrolidin-1-yl)-N-(5-((S)-3-hydroxypyrrolidin-1-yl)-1-methyl-1H-indazol-6-yl)pyridinecarboxamide O[C@@H]1CN(CC1)C1=CC=CC(=N1)C(=O)NC1=C(C=C2C=NN(C2=C1)C)N1C[C@H](CC1)O